3-(4-((diethoxyphosphoryl)difluoromethyl)phenyl)acrylic acid C(C)OP(=O)(OCC)C(C1=CC=C(C=C1)C=CC(=O)O)(F)F